SCCSCCS bis-(2-mercaptoethyl)-thioether